Cl.C1C=NC=C2N1CC1=C(C=C3N=CC(NC3=C1)=O)OC=C2 12H-pyrazino[1',2':5,6][1,5]oxazocino[2,3-g]quinoxalin-11(14H)-one hydrochloride